CC1=C[C@@H](OC1=O)O\C=C\1/[C@@H]2[C@H](OC1=O)C1=CC=CC=C1C2 (3E,3aR,8bS)-3-({[(2R)-4-Methyl-5-oxo-2,5-dihydrofuran-2-yl]oxy}methylen)-3,3a,4,8b-tetrahydro-2H-indeno[1,2-b]furan-2-one